COC=1C=C2C=C(N(C2=CC1)C)C=C(C(=O)[O-])C(C)=O ((5-methoxy-1-methyl-1H-indol-2-yl) methylene)-3-oxobutyrate